C(C)(=O)N[C@H]1C[C@@H]2CC[C@H]3[C@@H]4CCC[C@@]4(C)CC[C@@H]3[C@]2(CC1)C 3α-Acetamido-5α-Androstane